CN1C(=NC=C1)CCNC(=O)C=1OC=C(N1)C1=NC(=NC=C1C)NC1=CC=NN1C N-(2-(1-methyl-1H-imidazol-2-yl)ethyl)-4-(5-methyl-2-((1-methyl-1H-pyrazol-5-yl)amino)pyrimidin-4-yl)oxazole-2-carboxamide